C(C)OC(OCC)OCC.NC=1C(=C(C=C2C=C(N=CC12)NC(=O)[C@@H]1[C@H]([C@@H]1CN(C)C)CC#N)C=1C=NC=CC1C)F (1R,2S,3S)-N-(8-amino-7-fluoro-6-(4-methylpyridin-3-yl)isoquinolin-3-yl)-2-(cyanomethyl)-3-((dimethylamino)methyl)cyclopropane-1-carboxamide triethylorthoformate